ClC=1C=C(C=CC1F)N1N=C(C=C1)CC(=O)NC1=NNC(=C1)C1CC1 2-[1-(3-chloro-4-fluorophenyl)-1H-pyrazol-3-yl]-N-(5-cyclopropyl-1H-pyrazol-3-yl)acetamide